1,8-bis(p-aminophenoxy)octane methyl-(S)-2-amino-3-cyclohexylpropanoate hydrochloride Cl.COC([C@H](CC1CCCCC1)N)=O.NC1=CC=C(OCCCCCCCCOC2=CC=C(C=C2)N)C=C1